N-(3-chloro-5-(methylsulfonyl)phenyl)-1-(3-hydroxycyclohexyl)-1H-pyrazole-4-carboxamide ClC=1C=C(C=C(C1)S(=O)(=O)C)NC(=O)C=1C=NN(C1)C1CC(CCC1)O